ClC1=NC2=CC=CC=C2N=C1C1=C(C=CC(=C1)Cl)O 2-chloro-3-(5-chloro-2-hydroxyphenyl)quinoxaline